FC(OC[C@@H](C1=CC(=CC=C1)OC(F)(F)F)NC(CC(C(C)(C)C)O)=O)F N-((R)-2-(difluoromethoxy)-1-(3-(trifluoro-methoxy)phenyl)ethyl)-3-hydroxy-4,4-dimethylpentanamide